(2S,4R)-1-[(2S)-2-amino-3,3-dimethylbutanoyl]-4-hydroxy-N-[[4-(4-methyl-1,3-thiazol-5-yl)phenyl]methyl]pyrrolidine-2-carboxamide HCl salt Cl.N[C@H](C(=O)N1[C@@H](C[C@H](C1)O)C(=O)NCC1=CC=C(C=C1)C1=C(N=CS1)C)C(C)(C)C